(R)-4-(2-(4-chlorophenyl)-6-fluoro-2,3-dihydrobenzo[b][1,4]dioxin-5-yl)piperidine TFA salt OC(=O)C(F)(F)F.ClC1=CC=C(C=C1)[C@@H]1COC2=C(O1)C=CC(=C2C2CCNCC2)F